(1-(2-chloro-5-((1-methyl-3-(trifluoromethyl)-1H-pyrazol-4-yl)ethynyl)pyridin-4-yl)piperidin-4-yl)ethan-1-ol ClC1=NC=C(C(=C1)N1CCC(CC1)C(C)O)C#CC=1C(=NN(C1)C)C(F)(F)F